NC1=C(C=C(C=C1)CCN1[C@@H](O[C@@H](C1=O)C)C=1C(=NN(C1)C1=CC=C(C=C1)Br)C1=CC=C(C=C1)F)[N+](=O)[O-] (2S,5R)-3-(4-amino-3-nitrophenylethyl)-2-(1-(4-bromophenyl)-3-(4-fluorophenyl)-1H-pyrazol-4-yl)-5-methyloxazolidin-4-one